BrC=1C(=NC2=CC=CC=C2C1)NCC1CC1 3-Bromo-N-(cyclopropylmethyl)quinolin-2-amine